C[C@@]12[C@@](CN(C1)C1=C(C(N(C3=CC=C(N=C13)Cl)C)=O)C#N)(CN(C2)C2=CC=C(C=C2)OC(F)(F)F)C 4-[(3aS,6aR)-3a,6a-dimethyl-2-[4-(trifluoromethoxy)phenyl]-1,3,4,6-tetrahydropyrrolo[3,4-c]pyrrol-5-yl]-6-chloro-1-methyl-2-oxo-1,5-naphthyridine-3-carbonitrile